ClC1=CC(=C(COC2=NN(C=C2)C2CCN(CC2)CC2=NC3=C(N2CC2=CN=CN2C)C=CC=C3)C=C1)F 2-((4-(3-((4-chloro-2-fluorobenzyl)oxy)-1H-pyrazol-1-yl)piperidin-1-yl)methyl)-1-((1-methyl-1H-imidazol-5-yl)methyl)-1H-benzo[d]imidazole